C1=CC=C2C=CC=C3C4=CC=CC=C4C1=C23.[N] nitrogen fluoranthene